ONC(CCCCCCC)=O N-hydroxyoctan-amide